N-[[6-(1,1-dioxothiolane-3-carbonyl)-6-azaspiro[2.5]octan-2-yl]methyl]furo[2,3-c]pyridine-2-carboxamide O=S1(CC(CC1)C(=O)N1CCC2(C(C2)CNC(=O)C2=CC=3C(=CN=CC3)O2)CC1)=O